OC(=O)C(F)(F)F.NCC=1OC2=C(C1)C=C(C(=C2C(=O)OC)F)F methyl 2-(aminomethyl)-5,6-difluorobenzofuran-7-carboxylate TFA salt